3-[[3-fluoro-2-(methylsulfamoylamino)pyridin-4-yl]methyl]-4-methyl-7-pyrimidin-2-yloxychromen-2-one FC=1C(=NC=CC1CC=1C(OC2=CC(=CC=C2C1C)OC1=NC=CC=N1)=O)NS(NC)(=O)=O